4-(2,4-dioxohexahydropyrimidin-1-yl)benzenesulfonyl fluoride O=C1N(CCC(N1)=O)C1=CC=C(C=C1)S(=O)(=O)F